CN1CCN(CC1)C1=NC(=NC(=C1)N)N 4-(N-methylpiperazino)-2,6-diaminopyrimidine